C(CCCCCCCC)OCN1N=NC2=C1C=CC=C2 1-(nonyloxymethyl)benzotriazole